1-(3-fluoro-4-bromophenyl)piperidin-2-one FC=1C=C(C=CC1Br)N1C(CCCC1)=O